1-(2-aminoethyl)-2-(2,6-dichlorophenyl)hydrazinecarboxylic acid benzyl ester hydrochloride Cl.C(C1=CC=CC=C1)OC(=O)N(NC1=C(C=CC=C1Cl)Cl)CCN